2-[[4-[3-[(4-cyano-2-fluoro-phenyl)methoxy]pyridazin-4-yl]-2,6-difluoro-phenyl]methyl]-3-(2-methoxyethyl)benzimidazole-5-carboxylic acid methyl ester COC(=O)C1=CC2=C(N=C(N2CCOC)CC2=C(C=C(C=C2F)C2=C(N=NC=C2)OCC2=C(C=C(C=C2)C#N)F)F)C=C1